6-(4-Chlorophenyl)-2-(1-methyl-1H-pyrazol-4-yl)pyridine-3,4-diamine ClC1=CC=C(C=C1)C1=CC(=C(C(=N1)C=1C=NN(C1)C)N)N